6-(benzylamino)-3-[[1-[(3R,4R)-1-benzyl-3-phenyl-piperidine-4-carbonyl]-4-hydroxy-4-piperidinyl]methyl]pyrido[3,2-d]pyrimidin-4-one C(C1=CC=CC=C1)NC=1C=CC=2N=CN(C(C2N1)=O)CC1(CCN(CC1)C(=O)[C@H]1[C@@H](CN(CC1)CC1=CC=CC=C1)C1=CC=CC=C1)O